4-(2-fluorobenzyl)piperidine FC1=C(CC2CCNCC2)C=CC=C1